(S)-(3-chloro-2,6-difluorophenyl)(4-fluorobicyclo[2.2.1]hept-1-yl)methylamine ClC=1C(=C(C(=CC1)F)NCC12CCC(CC1)(C2)F)F